CN(C1=CC=C(C=C1)/C=C/C=C/C=1SC2=C([N+]1CC)C=CC(=C2)O)C 2-((1E,3E)-4-(4-(dimethylamino)phenyl)buta-1,3-dienyl)-3-ethyl-6-hydroxy-benz[d]thiazole-3-ium